NC1=NC(=C(C=2N1C(N(N2)C[C@@H]2N(CCOC2)CC2=CC=CC=C2)=O)N2C[C@@H](O[C@@H](C2)C)C)C2=CC=CC=C2 5-amino-2-(((S)-4-benzylmorpholin-3-yl)methyl)-8-((cis)-2,6-dimethylmorpholino)-7-phenyl-[1,2,4]triazolo[4,3-c]pyrimidin-3(2H)-one